COC=1C=CC=C2C(=NC(=NC12)N)C=1N=NN(C1)CC1=NN(C=C1)C 8-methoxy-4-{1-[(1-methyl-1H-pyrazol-3-yl)methyl]-1H-1,2,3-triazol-4-yl}quinazolin-2-amine